C(CC)(=O)[O-].C(CC)(=O)[O-].C(C)C(C(=O)[O-])(C(O)(C(=O)[O-])CC(=O)[O-])CC.C(C)C(C(=O)[O-])(C(O)(C(=O)[O-])CC(=O)[O-])CC.[Zr+4].[Zr+4] zirconium (IV) bis(diethylcitrate) dipropionate